O[C@]1(CC[C@@H]2[C@@H]([C@H]3CC[C@]4([C@H]([C@@H]3CC2)CC[C@@H]4C(C)=O)C)CC1)COC 1-((1S,3aS,3bR,5aR,8S,10aS,10bR,12aS)-8-hydroxy-8-(methoxymethyl)-12a-methyloctadecahydrocyclohepta[a]cyclopenta[f]naphthalen-1-yl)ethan-1-one